Cl.FC=1C=C(C=C(C1)F)C=1C2=C(N=CN1)NC(=C2)C2=CC=C(CCN1CCC3(CCNC3)CC1)C=C2 8-(4-(4-(3,5-Difluorophenyl)-7H-pyrrolo[2,3-d]pyrimidin-6-yl)phenethyl)-2,8-diazaspiro[4.5]decane hydrochloride